FC1=C(C=CC=C1)S(=O)(C)=NC1=CC(=NC2=C(N=CC=C12)C1=CC=NN1C1OCCCC1)N1[C@@H](COCC1)C 4-{[(2-fluorophenyl)(methyl)oxido-λ6-sulfanylidene]amino}-2-[(3R)-3-methylmorpholin-4-yl]-8-[1-(tetrahydro-2H-pyran-2-yl)-1H-pyrazol-5-yl]-1,7-naphthyridine